(3S)-8-(4-acryloylpiperazin-1-yl)-11-(2,4-difluorophenyl)-3-methoxy-10-(trifluoromethyl)-3,4-dihydro-2H,6H-[1,4]thiazepino[2,3,4-ij]quinazolin-6-one C(C=C)(=O)N1CCN(CC1)C1=NC(N2C3=C(C(=C(C=C13)C(F)(F)F)C1=C(C=C(C=C1)F)F)SC[C@H](C2)OC)=O